7-chloro-N-methyl-N-(2,2,6,6-tetramethyltetrahydro-2H-pyran-4-yl)-4H-chromeno[3,4-d]thiazol-2-amine ClC=1C=CC2=C(C1)OCC=1N=C(SC12)N(C1CC(OC(C1)(C)C)(C)C)C